FC=1C=2N(C=C(C1)C=1C=CN3N=C(N=C(C31)OC)NC3CCC(CC3)(C)O)C(=CN2)C(=O)NC 8-fluoro-6-(2-(((1s,4s)-4-hydroxy-4-methylcyclohexyl)amino)-4-methoxypyrrolo[2,1-f][1,2,4]triazin-5-yl)-N-methylimidazo[1,2-a]pyridine-3-carboxamide